N1=CC=C(C=C1)CN1C(=NC2=C1C=CC=C2)C=2C(=NON2)N 4-[1-(pyridin-4-ylmethyl)benzoimidazol-2-yl]-1,2,5-oxadiazol-3-amine